OC(=O)C(F)(F)F.FC1=CC=C(C=C1)C1C(C1)NCC(=O)N1CC2=C(CC1)SC(=C2)C(=O)NO 5-(2-((2-(4-fluorophenyl)cyclopropyl)amino)acetyl)-N-hydroxy-4,5,6,7-tetrahydrothieno[3,2-c]pyridine-2-carboxamide TFA salt